FC(C=1C=CC(=NC1)S(=O)(=O)C1=CC=C(C=C1)CNC(=O)N1NC2=NC=CC=C2C1)(F)F N-({4-[5-(trifluoromethyl)pyridine-2-sulfonyl]phenyl}methyl)-1H-pyrazolo[3,4-b]pyridine-2-carboxamide